(S)-(3-Fluorophenyl)(4-(4-methoxybenzyl)-7-azabicyclo[2.2.1]heptan-1-yl)methanol FC=1C=C(C=CC1)[C@H](O)C12CCC(CC1)(N2)CC2=CC=C(C=C2)OC